Methyl-2-(2-bromopyridin-3-yl)-2,2-difluoroacetate COC(C(F)(F)C=1C(=NC=CC1)Br)=O